N-(2-(4-(4-ethylpiperazine-1-yl)piperidine-1-yl)-4-methoxy-5-((6-((R)-3-(3-methoxyphenyl)isoxazolidine-2-yl)pyrimidine-4-yl)amino)phenyl)acrylamide 12-hydroxydodecanoate OCCCCCCCCCCCC(=O)O.C(C)N1CCN(CC1)C1CCN(CC1)C1=C(C=C(C(=C1)OC)NC1=NC=NC(=C1)N1OCC[C@@H]1C1=CC(=CC=C1)OC)NC(C=C)=O